4'-((S)-2-(2-cyclopropylphenyl)pyrrolidin-1-yl)-N-((4-((4-hydroxycyclohexyl)methoxy)-3-nitrophenyl)sulfonyl)-2',3',4',5'-tetrahydro-[1,1'-biphenyl]-4-carboxamide C1(CC1)C1=C(C=CC=C1)[C@H]1N(CCC1)C1CCC(=CC1)C1=CC=C(C=C1)C(=O)NS(=O)(=O)C1=CC(=C(C=C1)OCC1CCC(CC1)O)[N+](=O)[O-]